FC(C=1C=C2C(=CN=NC2=C(C1)C(F)(F)F)N[C@H](C)C1=NC=NN1C1=CC=C(C=N1)C(=O)N)(F)F 6-[5-[(1R)-1-[[6,8-bis(trifluoromethyl)cinnolin-4-yl]amino]ethyl]-1,2,4-triazol-1-yl]pyridine-3-carboxamide